CC1=C(C=C(O1)C=1C=C(C(=O)O)C=CC1)C(NC1=NC(=NS1)CC(C)=O)=O 3-(5-methyl-4-((3-(2-oxopropyl)-1,2,4-thiadiazol-5-yl)carbamoyl)furan-2-yl)benzoic acid